N-((1S)-2-((2-(4-cyclobutyl-2-oxoimidazolidin-1-yl)-2-(methylcarbamoyl)-2,3-dihydro-1H-inden-5-yl)amino)-1-cyclohexyl-2-oxoethyl)-1-methyl-1H-pyrazole-5-carboxamide C1(CCC1)C1NC(N(C1)C1(CC2=CC=C(C=C2C1)NC([C@H](C1CCCCC1)NC(=O)C1=CC=NN1C)=O)C(NC)=O)=O